E-(1,3-butadienyl-4,4-d2)benzene C(=C\C=C([2H])[2H])/C1=CC=CC=C1